FCC([C@H](CC1=CC=CC=C1)NC(=O)C1=CC(=NN1C1=NC=CC=C1)C)=O (S)-N-(4-FLUORO-3-OXO-1-PHENYLBUTAN-2-YL)-3-METHYL-1-(PYRIDIN-2-YL)-1H-PYRAZOLE-5-CARBOXAMIDE